COC=1CC(=C(CC1)C(=O)O)C(=O)O 4-methoxy-1,4-cyclohexadiene-1,2-dicarboxylic acid